ClC1=C(C=CC(=C1)F)C1OC[C@H]([C@H](O1)[C@@H](C[NH+]1[C@@H]([C@H]([C@@H](C1)O)O)CO)O)O (1s,2R,3R,4R)-1-((2R)-2-((4R,5R)-2-(2-chloro-4-fluorophenyl)-5-hydroxy-1,3-dioxan-4-yl)-2-hydroxyethyl)-3,4-dihydroxy-2-(hydroxymethyl)pyrrolidin-1-ium